N-[(1R)-1-(2-chloro-3-fluoro-4-pyridinyl)ethyl]-2-methyl-propane-2-sulfinamide ClC1=NC=CC(=C1F)[C@@H](C)NS(=O)C(C)(C)C